CC(CO)C(O)[Si](C(CCO)O)(C1=CC=CC=C1)C1=CC=CC=C1 2-methyl-(diphenylsilylene)di-3,1-propanediol